C1(CCCC1)S(=O)(=O)CC1=C(CNC(CCC)P(OC2=CC=CC=C2)(OC2=CC=CC=C2)=O)C=CC=C1 diphenyl (1-((2-((cyclopentylsulfonyl)methyl)benzyl)amino)butyl)phosphonate